C(C)OC(=O)C=1N=C(SC1C)C1=CC(=CC=C1)C1=NOC(=C1)[C@]1(C(N(CC1)C)=O)O (R)-2-(3-(5-(3-hydroxy-1-methyl-2-oxopyrrolidin-3-yl)isoxazol-3-yl)phenyl)-5-methylthiazole-4-carboxylic acid ethyl ester